CN1C(C(=C(C=C1C)[O-])NC(N[C@@H](CC(=O)[O-])C1=CC(=CC=C1)C=1C(=NOC1C)C)=O)=O.[Na+].[Na+] Natrium (S)-3-(3-(1,6-Dimethyl-4-oxido-2-oxo-1,2-dihydropyridin-3-yl)ureido)-3-(3-(3,5-dimethylisoxazol-4-yl)phenyl)propanoat